methyl 4-(2-aminoethyl)-1-(2,4-dimethoxybenzyl)-3-ethyl-1H-pyrazole-5-carboxylate NCCC=1C(=NN(C1C(=O)OC)CC1=C(C=C(C=C1)OC)OC)CC